(R)-7-chloro-N-methyl-N-(1-methylpiperidin-3-yl)-1H-pyrrolo[2,3-d]pyridazin-4-amine ClC=1N=NC(=C2C1NC=C2)N([C@H]2CN(CCC2)C)C